arsine iodide [I-].[AsH3]